C1(=CC=C(C=C1)CN1C(C(=C(C1O)Cl)Cl)=O)C1=CC=CC=C1 1-(biphenyl-4-ylmethyl)-3,4-dichloro-5-hydroxy-1H-pyrrol-2(5H)-one